(S)-N-(3-(6-amino-2-(difluoromethyl)-3,3-difluoro-2,3,4,5-tetrahydropyridin-2-yl)-4-fluorophenyl)-5-methoxypyridinamide NC=1CCC([C@@](N1)(C(F)F)C=1C=C(C=CC1F)NC(=O)C1=NC=C(C=C1)OC)(F)F